CC(C(OCOCCOC)C=C)(CCCO[Si](C(C)(C)C)(C)C)O 9,14,14,15,15-Pentamethyl-8-vinyl-2,5,7,13-tetraoxa-14-silahexadecan-9-ol